COC1=CC2=C(N=C(S2)CNC(=O)C2(CC3=CC=CC=C3C2)CC(=O)O)C=C1C(=O)N1CCN(CC1)C 2-[2-[[6-Methoxy-5-(4-methylpiperazine-1-carbonyl)-1,3-benzothiazol-2-yl]methylcarbamoyl]indan-2-yl]acetic acid